silver(I) benzenesulfonate C1(=CC=CC=C1)S(=O)(=O)[O-].[Ag+]